2-[2-[2-(2-Azidoethoxy)ethoxy]ethoxy]ethanol N(=[N+]=[N-])CCOCCOCCOCCO